COC(C1=CC(=C(C=C1)O)CCC(O)C1=CC(=C(C=C1)Cl)Cl)=O.C1(CC1)CN(C1=CC=CC=C1)C1=CC=C(C=N1)C1CN(C1)C(=O)N1C[C@@H](CC1)C1=NN=NN1 [3-[6-[N-(Cyclopropylmethyl)anilino]-3-pyridyl]azetidin-1-yl]-[(3R)-3-(1H-tetrazol-5-yl)pyrrolidin-1-yl]methanone methyl-3-(3-(3,4-dichlorophenyl)-3-hydroxypropyl)-4-hydroxybenzoate